CC1=CC=C(C=C1)S(=O)(=O)N2CC3=C(N=NN3[C@H]4[C@H]2CCCCC4)C5=CC=C(C=C5)F triazolo-pyrazine